C(C)(C)(C)OC(=O)N1C=CC2=C(C(=CC(=C12)C)C1CC1)O.C(C)(C)C1N(C(OC1)=O)C(C=CC1=CC=C(C=C1)C(F)(F)F)=O 4-isopropyl-3-(3-(4-(trifluoromethyl)phenyl)acryloyl)oxazolidin-2-one tert-butyl-5-cyclopropyl-4-hydroxy-7-methyl-1H-indole-1-carboxylate